tert-butyl 6-(6-((2-(2,6-dioxopiperidin-3-yl)-1-oxoisoindolin-5-yl) ethynyl) pyridazin-3-yl)-2,6-diazaspiro[3.4]octane-2-carboxylate O=C1NC(CCC1N1C(C2=CC=C(C=C2C1)C#CC1=CC=C(N=N1)N1CC2(CN(C2)C(=O)OC(C)(C)C)CC1)=O)=O